phenyltris(methylbutynyloxy)silane C1(=CC=CC=C1)[Si](OC#CC(C)C)(OC#CC(C)C)OC#CC(C)C